(S)-2-((4-(3-((4-chloro-2-fluorobenzyl)oxy)-4-fluorophenyl)-3,6-dihydropyridin-1(2H)-yl)methyl)-1-(oxetan-2-ylmethyl)-1H-benzo[d]imidazole-6-carboxylic acid ClC1=CC(=C(COC=2C=C(C=CC2F)C=2CCN(CC2)CC2=NC3=C(N2C[C@H]2OCC2)C=C(C=C3)C(=O)O)C=C1)F